OC=1C=C(C=CC1)C1N(CC(CC1)C)C(C(=O)NC=1C=C(C(=NC1)NC(OC(C)(C)C)=O)C)=O tert-Butyl N-[5-[[2-[2-(3-hydroxyphenyl)-5-methyl-1-piperidyl]-2-oxo-acetyl]amino]-3-methyl-2-pyridyl]carbamate